5-(4-bromophenyl)-1,3,2,4-dioxathiazole 2-oxide BrC1=CC=C(C=C1)C1=NOS(O1)=O